FC1(CN(CCC1)CC[C@@H](CC(=O)O)NC(=O)C1=NN(C(=C1)C1=C(C=CC=C1C(F)(F)F)F)C1=NC=CC=C1)F (3S)-5-(3,3-difluoropiperidin-1-yl)-3-({5-[2-fluoro-6-(trifluoromethyl)phenyl]-1-(pyridin-2-yl)-1H-pyrazol-3-yl}formamido)pentanoic acid